N[C@@H](C(=O)OCC(CC)CC)C 2-ethylbutyl (2R)-2-aminopropanoate